CC1CC(OC1C)=O 4,5-dimethyldihydrofuran-2(3H)-one